ClC1=CC=CC2=C1SC=C2COC(CN2C=NC=C2)C2=C(C=C(C=C2)Cl)Cl 1-[2-(7-chlorobenzo[b]thiophen-3-yl)methoxy-2-(2,4-dichlorophenyl)ethyl]-1H-imidazole